C(C)(C)(C)N[Ti](C)C tert-butylamino-Dimethyl-titanium